CC1(O[C@H]2[C@@H](O1)[C@@H](C[C@@H]2OC=2C=CC=C1CCN(CC21)C(=O)OC(C)(C)C)OC2=NC(=NC=C2)C)C tert-butyl 8-(((3aR,4S,6R,6aS)-2,2-dimethyl-6-((2-methylpyrimidin-4-yl) oxy) tetrahydro-4H-cyclopenta[d][1,3]dioxol-4-yl) oxy)-3,4-dihydroisoquinoline-2(1H)-carboxylate